6-methyl-7-tosyl-7H-pyrrolo[2,3-d]pyridine-4-amine CC1=NC(=C2C(C1S(=O)(=O)C1=CC=C(C)C=C1)=NC=C2)N